3-cyclopropyl-2,6-dimethyl-hexadecan-3-ol C1(CC1)C(C(C)C)(CCC(CCCCCCCCCC)C)O